bis[bis(3,5-bis-trifluoromethylphenyl)phosphino]methane FC(C=1C=C(C=C(C1)C(F)(F)F)P(C1=CC(=CC(=C1)C(F)(F)F)C(F)(F)F)CP(C1=CC(=CC(=C1)C(F)(F)F)C(F)(F)F)C1=CC(=CC(=C1)C(F)(F)F)C(F)(F)F)(F)F